C1(CCCCC1)NC(C1=CC(=C(C=C1)C1=NC=2C=CNC(C2C(=C1)NC1=NC=C(C=C1)N1CCC(CC1)O)=O)F)=O N-cyclohexyl-3-fluoro-4-[4-[[5-(4-hydroxy-1-piperidyl)-2-pyridyl]amino]-5-oxo-6H-1,6-naphthyridin-2-yl]benzamide